(S)-4-(3-(1-(1-cyclohexyl-3-(difluoromethyl)-1H-pyrazol-4-yl)-1H-1,2,3-triazol-4-yl)pyrazolo[1,5-a]pyrimidin-5-yl)-3-methylmorpholine C1(CCCCC1)N1N=C(C(=C1)N1N=NC(=C1)C=1C=NN2C1N=C(C=C2)N2[C@H](COCC2)C)C(F)F